C1CC12CCN(CC2)C=2OC1=C(C=C(C=C1C(C2C)=O)C)C(C)Br 2-(6-azaspiro[2.5]octan-6-yl)-8-(1-bromoethyl)-3,6-dimethyl-chromen-4-one